CC1=CN=C(O1)CN (5-methyl-oxazol-2-yl)methylamine